bis[2,3-bis(4-fluorophenyl)quinoxalinyl]iridium (III) FC1=CC=C(C=C1)C1=NC2=CC=CC(=C2N=C1C1=CC=C(C=C1)F)[Ir+]C1=C2N=C(C(=NC2=CC=C1)C1=CC=C(C=C1)F)C1=CC=C(C=C1)F